tert-butyl N-[3-cyclopropyl-1-[5-(hydroxymethyl)-1-methylbenzoimidazol-2-yl]propyl]carbamate C1(CC1)CCC(C1=NC2=C(N1C)C=CC(=C2)CO)NC(OC(C)(C)C)=O